(R)-N-(4-(3-((5-chloro-4-methylpyridin-2-yl)amino)pyrrolidine-1-carbonyl)phenyl)acrylamide ClC=1C(=CC(=NC1)N[C@H]1CN(CC1)C(=O)C1=CC=C(C=C1)NC(C=C)=O)C